(2-methoxy-5-(4-methyl-2-butyramidothiazol-5-yl)phenyl)sulfamide COC1=C(C=C(C=C1)C1=C(N=C(S1)NC(CCC)=O)C)NS(=O)(=O)N